ClC1=C(C(=NC=N1)CC#N)OC (6-chloro-5-methoxypyrimidin-4-yl)acetonitrile